N1-(3-Chloro-4-fluorophenyl)-2-(3,5-dimethyl-1H-pyrazol-1-yl)pyrimidine-4,6-diamine ClC=1C=C(C=CC1F)N1C(N=C(C=C1N)N)N1N=C(C=C1C)C